Cl.C(C)N(CC)CC triethylamine hydrogen chloride salt